fluoro-N-(3-fluoro-4-piperazin-1-yl-phenyl)-4-(1,2,3,6-tetrahydro-pyridin-4-yl)-benzamide FC1=C(C(=O)NC2=CC(=C(C=C2)N2CCNCC2)F)C=CC(=C1)C=1CCNCC1